C[C@H]1CCC(N(C1)C(C(=O)O)=O)C=1C=CC2=C(OC3(CC3)C(N2)=O)C1 2-((5S)-5-methyl-2-(3-oxo-3,4-dihydrospiro[benzo[b][1,4]oxazine-2,1'-cyclopropan]-7-yl)piperidin-1-yl)-2-oxoacetic acid